CC1=NNC2=CN=C(C=C21)N2CCN(CC2)S(=O)(=O)C2=CC=CC=C2 3-Methyl-5-(4-(phenylsulfonyl)piperazin-1-yl)-1H-pyrazolo[3,4-c]pyridine